O[C@@H]1C[C@@H](CC[C@H]1C)NC1=NC(=NC=C1C#N)NC1CCC(CC1)O 4-((1R,3R,4R)-3-hydroxy-4-methylcyclohexylamino)-2-((1r,4R)-4-hydroxycyclohexylamino)pyrimidine-5-carbonitrile